N-methyl-N-[(1R,4R,7R)-2-[(1S)-1-phenylethyl]-2-azabicyclo[2.2.1]heptan-7-yl]carbamic acid tert-butyl ester C(C)(C)(C)OC(N([C@H]1[C@@H]2N(C[C@H]1CC2)[C@@H](C)C2=CC=CC=C2)C)=O